N-(1-Acetylazetidin-3-yl)-3-[[(3R,4R)-4-[4-chloro-2-(5-fluoro-2-pyridyl)-1H-imidazol-5-yl]-3-methyl-1-piperidyl]sulfonyl]propenamide C(C)(=O)N1CC(C1)NC(C=CS(=O)(=O)N1C[C@@H]([C@@H](CC1)C1=C(N=C(N1)C1=NC=C(C=C1)F)Cl)C)=O